2,5-dimethyl-1,3-benzooxazol-6-amine CC=1OC2=C(N1)C=C(C(=C2)N)C